FC1(CCN(CC1)CCN)F 2-(4,4-difluoropiperidin-1-yl)ethylamine